FC1=C(C=C(C=C1)OC=1C(=C2C=CNC2=CC1F)S(=O)(=O)C)C=1NC(=CN1)C(CO)(C)C=1C=C(C=CC1)CCC(=O)O 3-(3-(2-(2-(2-Fluoro-5-((6-fluoro-4-(methylsulfonyl)-1H-indol-5-yl)oxy)phenyl)-1H-imidazol-5-yl)-1-hydroxypropan-2-yl)phenyl)propanoic acid